C(C)(C)(C)OC(N(C1=CC=C(C=C1)C(F)(F)F)C1=NC=CC(=C1C#N)OC)=O tert-butyl-N-(3-cyano-4-methoxy-2-pyridyl)-N-[4-(trifluoromethyl)phenyl]Carbamic acid